(S)-(6-Chloro-7-methyl-1H-benzo[d]imidazol-2-yl)(5-methyl-7,8-dihydro-1,6-naphthyridin-6(5H)-yl)methanone ClC=1C=CC2=C(NC(=N2)C(=O)N2[C@H](C=3C=CC=NC3CC2)C)C1C